N-(2-((5-(5-(difluoromethyl)-1,3,4-oxadiazol-2-yl)pyrimidin-2-yl)amino)-2-(4-fluorophenyl)ethyl)methanesulfonamide FC(C1=NN=C(O1)C=1C=NC(=NC1)NC(CNS(=O)(=O)C)C1=CC=C(C=C1)F)F